7,7-dimethyl-7,13-dihydroindeno[2',1':4,5]thieno[2,3-a]carbazole CC1(C2=CC=CC=C2C2=C1C1=C(C=3NC=4C=CC=CC4C3C=C1)S2)C